ClCCCN1C[C@@H](OCC1)C (S)-N-(3-chloropropyl)-2-methylmorpholine